C(CCC)S.[Li] lithium butanethiol